1-Thienyl-beta-carboline S1C(=CC=C1)C1=NC=CC=2C3=CC=CC=C3NC12